L-Histidine-13C6 N[13C@@H]([13CH2][13C]1=[13CH]N[13CH]=N1)[13C](=O)O